O=C1CCOC2=CC=C(C=C12)C(=O)OC methyl 4-oxochroman-6-carboxylate